1-(2-azidopropan-2-yl)-3-chloro-2-fluorobenzene N(=[N+]=[N-])C(C)(C)C1=C(C(=CC=C1)Cl)F